(S)-2-(N-((3'',5''-Difluoro-6'-(2H-tetrazol-5-yl)-[1,1':3',1''-terphenyl]-4-yl)methyl)pentanamido)-3-methylbutanoic acid FC=1C=C(C=C(C1)F)C=1C=C(C(=CC1)C=1N=NNN1)C1=CC=C(C=C1)CN(C(CCCC)=O)[C@H](C(=O)O)C(C)C